N-(2-(3-(sec-butyl)-2-oxo-1,2,3,5-tetrahydro-4H-benzo[1,4]diazepin-4-yl)-2-oxoethyl)acetamide C(C)(CC)C1C(NC2=C(CN1C(CNC(C)=O)=O)C=CC=C2)=O